CN1CC(C1)(C)[C@@](O)(C=1C=NC=C(C1)C1=NN(C(=N1)C1CCOCC1)C)C1=CC=C(C=C1)C(C)C (R)-(1,3-dimethyl-azetidin-3-yl)-(4-isopropyl-phenyl)-{5-[1-methyl-5-(tetrahydro-pyran-4-yl)-1H-[1,2,4]triazol-3-yl]-pyridin-3-yl}-methanol